N-(3-(2,5-bis(difluoromethoxy)phenyl)-1H-pyrazol-4-yl)pyrazolo[1,5-a]pyrimidine-3-carboxamide FC(OC1=C(C=C(C=C1)OC(F)F)C1=NNC=C1NC(=O)C=1C=NN2C1N=CC=C2)F